6-cyclobutoxy-4-(3-fluoro-4-(4-(5-(trifluoromethyl)pyrimidin-2-yl)piperazine-1-carbonyl)benzyl)phthalazin-1(2H)-one C1(CCC1)OC=1C=C2C(=NNC(C2=CC1)=O)CC1=CC(=C(C=C1)C(=O)N1CCN(CC1)C1=NC=C(C=N1)C(F)(F)F)F